tetrahydro-1H-1λ6-thiophen-1-oxide [SH2]1(CCCC1)=O